BrC=1C(=C(C=CC1)S(=O)(=O)NC(C)(C)C)CCO 3-bromo-2-(2-hydroxyethyl)-N-(2-methylprop-2-yl)benzenesulfonamide